CC1=C(C=C(C=C1OC(F)(F)F)[N+](=O)[O-])C(=O)N1CCOCC1 (2-methyl-5-nitro-3-(trifluoromethoxy)phenyl)(morpholino)methanone